Diisopropylaminoethanol C(C)(C)N(C(C)C)C(C)O